tert-butyl ((6-methyl-2-(((R)-5-oxopentan-2-yl)oxy)pyridin-3-yl)sulfonyl)-L-prolinate CC1=CC=C(C(=N1)O[C@H](C)CCC=O)S(=O)(=O)N1[C@@H](CCC1)C(=O)OC(C)(C)C